6-[(7S)-2-{3-[4-(5-Methylpyrimidin-4-yl)phenyl]-1H-pyrazolo[3,4-b]pyridin-5-yl}-6,7,8,9-tetrahydro-5H-benzo[7]annulen-7-yl]-3-oxa-6-azabicyclo[3.1.1]heptane CC=1C(=NC=NC1)C1=CC=C(C=C1)C1=NNC2=NC=C(C=C21)C=2C=CC1=C(CC[C@H](CC1)N1C3COCC1C3)C2